C(C)(C)(C)OC(=O)N1CCC(CC1)(CC1=NC=CC(=C1)OC(C)C)O 4-hydroxy-4-[(4-isopropoxy-2-pyridinyl)methyl]piperidine-1-carboxylic acid tert-butyl ester